F[C@@H]1[C@@]2(C1)CN(C(C1=CC=C(C(=C12)F)I)=O)CC(=O)OC methyl 2-[(2's,4r)-2',5-difluoro-6-iodo-1-oxo-spiro[3H-isoquinoline-4,1'-cyclopropane]-2-yl]acetate